(Z)-4-((3-chlorobenzyl)amino)-N-methylbenzamide ClC=1C=C(CNC2=CC=C(C(=O)NC)C=C2)C=CC1